(5-chloro-2-formylphenyl)pyrrolidine-1-carboxylic acid tert-butyl ester C(C)(C)(C)OC(=O)N1C(CCC1)C1=C(C=CC(=C1)Cl)C=O